ClC=1C(=NC2=CC(=CC=C2C1)CI)NCC1=C(C=C(C=C1)OC)OC 3-chloro-N-[(2,4-dimethoxyphenyl)methyl]-7-(iodomethyl)quinolin-2-amine